methanol (1-(4-bromophenyl)cyclobutyl)tert-butyl-carbamate BrC1=CC=C(C=C1)C1(CCC1)N(C(=O)OC)C(C)(C)C